4-(9-(4-(2-(2-Aminopyridin-3-yl)-5-phenyl-3H-imidazo[4,5-b]pyridin-3-yl)benzyl)-3,9-diazaspiro[5.5]undecan-3-yl)pyrimidine-2-carbonitrile NC1=NC=CC=C1C1=NC=2C(=NC(=CC2)C2=CC=CC=C2)N1C1=CC=C(CN2CCC3(CCN(CC3)C3=NC(=NC=C3)C#N)CC2)C=C1